C12(CC3CC(CC(C1)C3)C2)NCCC(=O)NCC=2C=3C1=C(C(N(C1=CC2)C2C(NC(CC2)=O)=O)=O)C=CC3 3-((adamantan-1-yl)amino)-N-((1-(2,6-dioxopiperidin-3-yl)-2-oxo-1,2-dihydrobenz[cd]indol-6-yl)methyl)propanamide